1-(1-(6-ethoxy-5-methoxypyridin-2-yl)-2-(methylsulfonyl)ethyl)-3-methyl-5-(4-fluorophenyl)-1H-benzo[d]imidazol-2(3H)-one C(C)OC1=C(C=CC(=N1)C(CS(=O)(=O)C)N1C(N(C2=C1C=CC(=C2)C2=CC=C(C=C2)F)C)=O)OC